[Cl-].CC1=CC(OC2=CC=CC=C12)=O 4-methylcoumarin chloride